2-(3-amino-8-chloro-6-isoquinolinyl)-1-methyl-pyridin-4-one NC=1N=CC2=C(C=C(C=C2C1)C=1N(C=CC(C1)=O)C)Cl